CCCCCCCC/C=C\CCCCCCCCCC(=O)OC[C@H](COP(=O)(O)OC[C@H](CO)O)O 1-(11Z-eicosenoyl)-glycero-3-phospho-(1'-sn-glycerol)